2-(dimethylaminomethylene)indan-1,3-dione CN(C)C=C1C(C2=CC=CC=C2C1=O)=O